copper tetrachloride diethyl-ammonium salt C(C)[NH2+]CC.[Cu](Cl)(Cl)(Cl)Cl